zirconium-zirconium [Zr].[Zr]